3-trimethylammoniopropylacrylamide C[N+](CCCC(C(=O)N)=C)(C)C